BrC1=CC2=C(N=CS2)C=C1 6-bromo-1,3-benzothiazole